5-(4-Amino-2,6-difluoro-3-((trimethylsilyl)ethynyl)phenoxy)-2-fluorobenzonitrile NC1=C(C(=C(OC=2C=CC(=C(C#N)C2)F)C(=C1)F)F)C#C[Si](C)(C)C